2-(3-sulfo-4-methylbenzyl)-1H-isoindole-1,3-dione S(=O)(=O)(O)C=1C=C(CN2C(C3=CC=CC=C3C2=O)=O)C=CC1C